(3S)-3-(3-cyano-5-fluorophenyl)isoxazolidine C(#N)C=1C=C(C=C(C1)F)[C@H]1NOCC1